CN1N=NC2=C1C=CC(=C2)CNC(OC(C)(C)C)=O tert-butyl (1-methyl-1H-benzo[d][1,2,3]triazol-5-yl)methylcarbamate